FC1=CC=C(CN2C3=C(C4=CC=CC=C24)C=CN2C3=NC(=C2)C2=CC=CC=C2)C=C1 11-(4-Fluorobenzyl)-2-phenyl-11H-imidazo[1',2':1,2]pyrido[3,4-b]indole